4-(2-fluorobenzyl)-N-((1-methylpyrrolidin-3-yl)methyl)-3,4-dihydroquinoxaline-1(2H)-carboxamid FC1=C(CN2CCN(C3=CC=CC=C23)C(=O)NCC2CN(CC2)C)C=CC=C1